FC=1C(=C(C=CC1F)[C@H]1[C@@H](O[C@H]([C@H]1C)C(C)C)C(=O)O)OC (2r,3s,4s,5s)-3-(3,4-difluoro-2-methoxy-phenyl)-5-isopropyl-4-methyl-tetrahydrofuran-2-carboxylic acid